FC(C1=CC=C(C=C1)C(=C)C1CN(C1)C(=O)OC(C)(C)C)(F)F tert-Butyl 3-[1-[4-(trifluoromethyl)phenyl]vinyl]azetidine-1-carboxylate